5-(benzyloxy)-2-bromo-4-methoxybenzoic acid methyl ester COC(C1=C(C=C(C(=C1)OCC1=CC=CC=C1)OC)Br)=O